CC1(CC1)NC(O[C@H]1C[C@H](CC1)C=1C=NC(=NC1)NC1=CC=C(C=C1)S(N)(=O)=O)=O |o1:7,9| rel-(1R,3S)-3-(2-((4-sulfamoylphenyl)amino)pyrimidin-5-yl)cyclopentyl (1-methylcyclopropyl)carbamate